6-((2,3',5-trifluoro-[1,1'-biphenyl]-3-yl)methyl)-5-azaspiro[2.4]heptane-5-carboxylic acid tert-butyl ester C(C)(C)(C)OC(=O)N1CC2(CC2)CC1CC=1C(=C(C=C(C1)F)C1=CC(=CC=C1)F)F